ClC=1C(=NC=NC1N1CCN(CC1)C)NC1=NNC2=CC(=CC=C12)[C@@H]1C[C@@]12C(NC1=CC=C(C=C21)OC)=O (1R,2S)-2-(3-((5-chloro-6-(4-methylpiperazin-1-yl)pyrimidin-4-yl)amino)-1H-indazol-6-yl)-5'-methoxyspiro[cyclopropane-1,3'-indolin]-2'-one